[N+](=O)([O-])C=1C=C2C(N(C(=NC2=CC1)[C@@H]1N(CCC1)C1CCOCC1)C1=CC=CC=C1)=O (R)-6-nitro-3-phenyl-2-(1-(tetrahydro-2H-pyran-4-yl)pyrrolidin-2-yl)quinazolin-4(3H)-one